5-Fluoro-2-methoxybenzenemethanamine FC=1C=CC(=C(C1)CN)OC